C(C=C)(=O)N1C[C@@H](N(CC1)C=1C2=C(N(C(N1)=O)C=1C(=NC=NC1C)C(C)C)N=C(C(=C2)F)C2=C(C=CC=1C=COC12)F)C 4-((S)-4-acryloyl-2-methylpiperazin-1-yl)-6-fluoro-7-(6-fluorobenzofuran-7-yl)-1-(4-isopropyl-6-methylpyrimidin-5-yl)pyrido[2,3-d]pyrimidin-2(1H)-one